aminosulfoximine NS(=O)=N